[Cl-].C(CCCCCCCCCCCCCCCCC)[NH3+] monostearylammonium chloride